6-[(2R)-2-amino-3-(1-fluorocyclopropyl)propyl]-7-methyl-N-[(thiophen-2-yl)methyl]thieno[3,2-c]pyridazin-4-amine N[C@@H](CC1=C(C=2N=NC=C(C2S1)NCC=1SC=CC1)C)CC1(CC1)F